CO[Si](C(C)[Si](O[Si](C)(C)CC[SiH2]C(NCCC[Si](C)(OCC)OCC)NCCC[Si](OCC)(OCC)C)(C)C)(OC)OC 1-trimethoxysilylethyl-3-bis(methyldiethoxysilylpropylamino)methylsilylethyl-1,1,3,3-tetramethyldisiloxane